BrC1=CN(C2=NC=C3C(=C21)C2(CCOCC2)C(N3C)=O)S(=O)(=O)C3=CC=CC=C3 1-bromo-6-methyl-3-(phenylsulfonyl)-2',3,3',5',6,6'-hexahydro-7H-spiro[dipyrrolo[2,3-b:3',2'-d]pyridine-8,4'-pyran]-7-one